1-(2-((2-((3-chloro-2-fluorobenzyl)amino)-2-oxoethyl)(cyclopropyl)amino)-2-oxoethyl)-5-(4-cyclopropylpiperazine-1-carboxamido)-1H-indazole-3-carboxamide ClC=1C(=C(CNC(CN(C(CN2N=C(C3=CC(=CC=C23)NC(=O)N2CCN(CC2)C2CC2)C(=O)N)=O)C2CC2)=O)C=CC1)F